CC1=CC=CC(=N1)C=1C(=C2C(=NC1)NC=C2)N[C@H]2CN(CCC2)C(CC#N)=O (R)-3-(3-((5-(6-methylpyridin-2-yl)-1H-pyrrolo[2,3-b]pyridin-4-yl)amino)piperidin-1-yl)-3-oxopropanenitrile